1-((5-isopropyl-1,3,4-oxadiazol-2-yl)methyl)-6-(4-methoxypyrrolo[2,1-f][1,2,4]triazin-5-yl)-2-methyl-1H-imidazo[4,5-b]pyridine C(C)(C)C1=NN=C(O1)CN1C(=NC2=NC=C(C=C21)C=2C=CN1N=CN=C(C12)OC)C